C1(CC1)C1=NC(=CC(=N1)C(=O)NC1=CC(=CC=C1)C1(COC1)[C@@H](C1=NN=CN1C)F)CN1CC(C1)(C)F 2-cyclopropyl-6-[(3-fluoro-3-methyl-azetidin-1-yl)methyl]-N-[3-[3-[(S)-fluoro-(4-methyl-1,2,4-triazol-3-yl)methyl]oxetan-3-yl]phenyl]pyrimidine-4-carboxamide